2-(4-bromothiazol-2-yl)-N,2-dimethylpropionamide BrC=1N=C(SC1)C(C(=O)NC)(C)C